8-((2-methoxyethoxy)carbonyl)-3,8-diazabicyclo[3.2.1]octane-2-carboxylic acid COCCOC(=O)N1C2C(NCC1CC2)C(=O)O